3-(4-((7-(((1R,2R)-2-methoxycyclopropyl)amino)heptyl)thio)-1-oxoisoindolin-2-yl)piperidine-2,6-dione CO[C@H]1[C@@H](C1)NCCCCCCCSC1=C2CN(C(C2=CC=C1)=O)C1C(NC(CC1)=O)=O